5-(8-fluoro-2-methylimidazo[1,2-a]pyridin-6-yl)-N-(tetrahydro-2H-pyran-4-yl)-7H-pyrrolo[2,3-d]pyrimidin-2-amine FC=1C=2N(C=C(C1)C1=CNC=3N=C(N=CC31)NC3CCOCC3)C=C(N2)C